C(C(=O)[O-])(=O)[O-].[Nb+5].[Co+2] cobalt niobium oxalate